pentaerythritol tetra(di-tert-butyl hydroxy cinnamate) C(C)(C)(C)C1=C(C(=C(C(=O)OCC(COC(C(=C(C2=C(C=CC=C2)C(C)(C)C)C(C)(C)C)O)=O)(COC(C(=C(C2=C(C=CC=C2)C(C)(C)C)C(C)(C)C)O)=O)COC(C(=C(C2=C(C=CC=C2)C(C)(C)C)C(C)(C)C)O)=O)O)C(C)(C)C)C=CC=C1